C(=O)(O)C1=CC=C(C=C1)C1=C(C(=C(C(=C1C)C1=CC=C(C=C1)C(=O)O)C1=CC=C(C=C1)C(=O)O)C)C1=CC=C(C=C1)C(=O)O 1,2,4,5-tetra[4-carboxyphenyl]-3,6-dimethylbenzene